ClC=1C=C(C=C(C1)Cl)C1(CC(=NO1)C1=CC(=C(C(=O)O)C=C1)C)C(F)(F)F 4-[5-(3,5-dichlorophenyl)-5-(trifluoromethyl)-4H-isoxazole-3-yl]-2-methylbenzoic acid